tert-Butyl ((1S,SR)-3-(2,7-dichloro-8-fluoropyrido[4,3-d]pyrimidin-4-yl)-3-azabicyclo[3.1.0]hexan-1-yl)carbamate ClC=1N=C(C2=C(N1)C(=C(N=C2)Cl)F)N2C[C@@]1(C[C@H]1C2)NC(OC(C)(C)C)=O |&1:17|